2-Dichloromethyl-2-methyl-1,3-dioxolan ClC(C1(OCCO1)C)Cl